CNCC1CCCC2=C(C=CC=C12)C1=CC(=NC=C1)C(F)(F)F N-methyl-1-(5-(2-(trifluoromethyl)pyridin-4-yl)-1,2,3,4-tetrahydronaphthalen-1-yl)methanamine